trioctylmethyldiglycolic acid C(CCCCCCC)C(OC(C(=O)O)(C)CCCCCCCC)(C(=O)O)CCCCCCCC